C1(C=CC=C1)[Zr](N(C)C)(N(C)C)N(C)C cyclopentadienyl-tri(dimethylamino)zirconium